(Sa)-6-(4-chloro-1-(4-(2-ethoxypyrimidin-6-yl)benzyl)-1H-indazole-7-carboxamido)spiro[3.3]heptane-2-carboxylic acid ClC1=C2C=NN(C2=C(C=C1)C(=O)NC1CC2(CC(C2)C(=O)O)C1)CC1=CC=C(C=C1)C1=CC=NC(=N1)OCC